C(#N)CC(=O)NNC(C(CCCC)CC)=O N-cyanoacetyl-N'-(2-ethylhexanoyl)hydrazine